2-butyl-4-hydroxyanisol Methyl-(2S)-2-[[(2S)-2-(tert-butoxycarbonylamino)-4-methyl-pentanoyl]amino]-3-(3-methylimidazol-4-yl)propanoate C[C@@](C(=O)O)(CC=1N(C=NC1)C)NC([C@H](CC(C)C)NC(=O)OC(C)(C)C)=O.C(CCC)C1=C(C=CC(=C1)O)OC